5-methoxy-7-(3,3-dimethyl-allyloxy)coumarin COC1=C2C=CC(OC2=CC(=C1)OCC=C(C)C)=O